[C@@H]12CCCOC(CCCCCCCCC[C@@H]2O1)=O |r| (1SR,16SR)-5,17-dioxabicyclo[14.1.0]Heptadecan-6-one